N1=C2C(=NC=C1)N=CC(=C2)[C@@H](CC(=O)O)N2N=C(C=C2)CCCC2=NC=1NCCCC1C=C2 |r| (±)-3-(pyrido[2,3-b]pyrazin-7-yl)-3-(3-(3-(5,6,7,8-tetrahydro-1,8-naphthyridin-2-yl)propyl)-1H-pyrazol-1-yl)propionic acid